CC=1C=C2C=C(C(NC2=C(C1)C)=O)CN(C(=O)NC1=CC(=C(C=C1)OCC)F)CCO 1-((6,8-dimethyl-2-oxo-1,2-dihydroquinolin-3-yl)methyl)-3-(4-ethoxy-3-fluorophenyl)-1-(2-hydroxyethyl)urea